FC1=C(C=CC=C1)C(=O)C=1C(=NN(C1Cl)C)C (5-chloro-1,3-dimethyl-1H-pyrazol-4-yl) (2-fluorophenyl) ketone